N(C(=N)N)C1=NC=C(C=N1)C(=O)OC=1C=2N(C(=CC1)CC(=O)NC(C(=O)O)CC(=O)O)N=CN2 2-(2-(8-(2-guanidinopyrimidine-5-carbonyloxy)-[1,2,4]triazolo[1,5-a]pyridin-5-yl)acetamido)succinic acid